CC1=NN(C(=C1)C)C1=CC=C(C=C1)C 3,5-dimethyl-1-(p-tolyl)-1H-pyrazole